C(CCCCCCCCCCC)(=O)[O-].[Zn+2].C(CCCCCCCCCCC)(=O)[O-] zinc(II) laurate